COC=1C=C(C=CC1OC)[N+](CCCCS(=O)(=O)O)(C)C (3,4-dimethoxyphenyl)(dimethyl)(4-sulfobutyl)ammonium